6-(cyclopropanecarboxamido)-4-((2-methoxy-3-(3-(morpholinomethyl)-1,2,4-oxadiazol-5-yl)phenyl)amino)nicotinamide C1(CC1)C(=O)NC1=NC=C(C(=O)N)C(=C1)NC1=C(C(=CC=C1)C1=NC(=NO1)CN1CCOCC1)OC